bis(2-acryloxyethyl) ethyl phosphate P(=O)(OCCOC(C=C)=O)(OCCOC(C=C)=O)OCC